FC=1C(=C(C=CC1)[C@H]1C2=C(CN(C1)C(\C=C\[C@H]1NCCC1)=O)SC(=C2C)C#N)C=2C(=NN(C2)C)C(F)(F)F (S)-4-(3-fluoro-2-(1-methyl-3-(trifluoromethyl)-1H-pyrazol-4-yl)phenyl)-3-methyl-6-((E)-3-((S)-pyrrolidin-2-yl)acryloyl)-4,5,6,7-tetrahydrothieno[2,3-c]pyridine-2-carbonitrile